tert-butyl (S)-pyrrole-3-carbamate N1C=C(C=C1)NC(=O)OC(C)(C)C